(pyridin-3-ylsulfonyl)piperidine N1=CC(=CC=C1)S(=O)(=O)N1CCCCC1